Ethyl 3-(7-{[(4R)-8-chloro-4-ethyl-1,1-dioxido-3,4-dihydro-2H-pyrido[2,3-b][1,4,5]oxathiazepin-2-yl]methyl}-1-benzothiophen-5-yl)-3-(4-chloro-1-methyl-1H-benzotriazol-5-yl)propanoate ClC1=CC2=C(O[C@@H](CN(S2(=O)=O)CC2=CC(=CC=3C=CSC32)C(CC(=O)OCC)C3=C(C2=C(N(N=N2)C)C=C3)Cl)CC)N=C1